COC(CN1CCN(CC1)CC1=C(C=CC(=C1)[N+](=O)[O-])O)OC 2-((4-(2,2-dimethoxyethyl)piperazin-1-yl)methyl)-4-nitrophenol